4-(4-((4-Nitrophenyl)sulfonyl)-3,4-dihydro-2H-pyrido[4,3-b][1,4]oxazin-8-yl)benzonitrile [N+](=O)([O-])C1=CC=C(C=C1)S(=O)(=O)N1C2=C(OCC1)C(=CN=C2)C2=CC=C(C#N)C=C2